N1CCC(CC1)C=1C=CC=C2C=CC(=CC12)C(=O)N 8-(piperidin-4-yl)-2-naphthamide